ClC=1C(=C(OC2=NC=NC3=CC=C(C=C23)N2CCN(CC2)C(C=C)=O)C=CC1Cl)F 1-[4-[4-(3,4-dichloro-2-fluoro-phenoxy)quinazolin-6-yl]piperazin-1-yl]prop-2-en-1-one